NC1=C(C(=NN1C(C)C)C1=C(C(=C(C=C1)C(NC1=NC=CC(=C1)C(F)(F)F)=O)F)F)C(=O)N 5-amino-3-(2,3-difluoro-4-((4-(trifluoromethyl)pyridin-2-yl)carbamoyl)phenyl)-1-isopropyl-1H-pyrazole-4-carboxamide